tetrabutylphosphine p-methylbenzenesulfonate CC1=CC=C(C=C1)S(=O)(=O)O.C(CCC)P(CCCC)(CCCC)CCCC